4,13,21-trioxo-3,7,10,24,27,30-hexaoxa-14,17,20-triazatritriacontan-33-oic acid O=C(OCC)CCOCCOCCC(NCCNCCNC(CCOCCOCCOCCC(=O)O)=O)=O